BrCC(=O)C1CCN(CC1)C(=O)OC(C)(C)C 2-bromo-1-(1-boc-piperidin-4-yl)ethanone